NC1=C(C=C(C=C1)C=1SC=CC1)NC(OC(C)C)=O Isopropyl (2-amino-5-(thiophen-2-yl)phenyl)carbamate